C(C1=CC=CC=C1)(=O)OC[C@@H]1[C@@]([C@@H]2[C@@H](OC(O2)(C)C)O1)(C#CC)O ((3aR,5R,6R,6aR)-6-hydroxy-2,2-dimethyl-6-(prop-1-yn-1-yl)tetrahydrofuro[2,3-d][1,3]dioxol-5-yl)methyl benzoate